N(=[N+]=[N-])CC1=C(C=C(C=C1)C=1OC(=NN1)C(F)F)F (4-(azidomethyl)-3-fluorophenyl)-5-(difluoromethyl)-1,3,4-oxadiazole